O=P(C1=C(C=CC=C1)OC1=C(C=CC=C1)P(=O)(C1=CC=CC=C1)C1=CC=CC=C1)(C1=CC=CC=C1)C1=CC=CC=C1 [2-(oxodiphenylphosphino) phenyl] ether